ClC=1C=C(CNC(=N)N)C=CC1Cl 1-(3,4-dichlorobenzyl)guanidine